C1(CC1)C1=NC=NC(=C1C=1N=CC2=C(N1)C(=CN2COCC[Si](C)(C)C)B(O)O)OC [2-(4-cyclopropyl-6-methoxy-pyrimidin-5-yl)-5-(2-trimethylsilylethoxymethyl)pyrrolo[3,2-d]pyrimidin-7-yl]boronic acid